CON([C@@H](CC1=CC=CC=C1)C(=O)O)OC Dimethoxyphenylalanine